C(C)OC(=O)C=1C(=NC2=CC(=CC=C2C1)F)CBr 2-(bromomethyl)-7-fluoro-quinoline-3-carboxylic acid ethyl ester